C1(CC1)C=1N=NN(C1)[C@@H](C(=O)N1[C@H](C[C@@H](C1)O)C(=O)NC(C)C1=CC(=NC=C1)O)C(C)(C)C (2R,4s)-1-[(2R)-2-(4-cyclopropyl-triazol-1-yl)-3,3-dimethyl-butyryl]-4-hydroxy-N-[1-(2-hydroxy-4-pyridinyl)ethyl]pyrrolidine-2-carboxamide